FC1=CC=C(C=C1)NC(=S)C1=C(CC(N(C1=O)C)C1=CC=C(C=C1)C(F)(F)F)O N-(4-fluorophenyl)-4-hydroxy-1-methyl-6-oxo-2-(4-(trifluoromethyl)phenyl)-2,3-dihydropyridine-5-carbothioamide